Cl.ClC=1N=C(C2=C(N1)C(=CN2CCN)F)Cl 2-(2,4-dichloro-7-fluoro-5H-pyrrolo[3,2-d]pyrimidin-5-yl)ethane-1-amine hydrochloride